N-(2-methoxyethyl)-N-(2-pyridylmethyl)-2-[2-(4-chlorophenyl)-7-methyl-imidazo[1,2-a]pyridin-3-yl]-acetamide COCCN(C(CC1=C(N=C2N1C=CC(=C2)C)C2=CC=C(C=C2)Cl)=O)CC2=NC=CC=C2